2-[2-(4R-hydroxy-2-methylene-pyrrolidin-1-yl)pyridin-5-yl]-5-methyl-N4-(2-oxo-2,3-dihydro-1,3-benzoxazol-5-yl)-2,4-pyrimidinediamine O[C@@H]1CC(N(C1)C1=NC=C(C=C1)C1(NC=C(C(=N1)NC=1C=CC2=C(NC(O2)=O)C1)C)N)=C